C(CCCCCCCCC(=O)OC(CCCCCCCC)CCCCCCCCC)(C(=O)OCC1=CC=CC=C1)C(=O)OCC1=CC=CC=C1 1,1-dibenzyl 9-(octadecan-9-yl) nonane-1,1,9-tricarboxylate